C(C)O[Si](CCCN1C(C=CC1=O)=O)(OCC)OCC 1-[3-(Triethoxysilyl)propyl]-1H-pyrrole-2,5-dione